BrC1=C(C(=O)OC)C=C(C=C1F)C(F)(F)F methyl 2-bromo-3-fluoro-5-(trifluoromethyl)benzoate